BrCCCOC1=CC=C(C=C1)C(C=CC1=CC=C(C=C1)F)=O 1-(4-(3-bromopropyloxy)phenyl)-3-p-fluorophenyl-2-propen-1-one